1-(4-(2H-benzo[d][1,2,3]triazol-2-yl)-3-hydroxyphenoxy)-3-ethoxypropan-2-yl acrylate C(C=C)(=O)OC(COC1=CC(=C(C=C1)N1N=C2C(=N1)C=CC=C2)O)COCC